[K+].O=C1N(C(C2=CC=CC=C12)=O)C(=O)[NH-] 1,3-dioxoisoindoline-2-amide potassium salt